OC=1C=CC(=NC1)N1CCN(CC1)C(=O)C1=CC(=CC(=C1)C(F)(F)F)N1C=NC(=C1)C [4-(5-Hydroxypyridin-2-yl)-piperazin-1-yl]-[3-(4-methylimidazol-1-yl)-5-trifluoromethylphenyl]-methanone